FC1=CC(=NC(=N1)N)N[C@H]1COCC1 (R)-6-fluoro-N4-(tetrahydrofuran-3-yl)pyrimidine-2,4-diamine